5-[({1-[2-Fluoro-4-(trifluoromethyl)phenyl]cyclopropyl}carbonyl)amino]-3-methyl-2-[6-(trifluoromethyl)pyridin-3-yl]benzoic acid FC1=C(C=CC(=C1)C(F)(F)F)C1(CC1)C(=O)NC=1C=C(C(=C(C(=O)O)C1)C=1C=NC(=CC1)C(F)(F)F)C